N1C(=NC=C1)C=1C(=NC=CC1)O 3-(1H-imidazol-2-yl)pyridin-2-ol